N-({5-chloro-6-[(5-chloro-2-thienyl)methoxy]-2-indolyl}methyl)1-methylcyclopropanecarboxamide ClC=1C=C2C=C(NC2=CC1OCC=1SC(=CC1)Cl)CNC(=O)C1(CC1)C